(2R,3R,4R,5R,6R)-5-((3,5-difluoropyridin-2-yl)amino)-2-(hydroxymethyl)-6-methoxytetrahydro-2H-pyran-3,4-diol FC=1C(=NC=C(C1)F)N[C@@H]1[C@H]([C@H]([C@H](O[C@H]1OC)CO)O)O